NC1=C2C(=NC=N1)N(N=C2C2=CC=C1C=C(NC1=C2)C(=O)NC)CC 6-(4-amino-1-ethyl-pyrazolo[3,4-d]pyrimidin-3-yl)-N-methyl-1H-indole-2-carboxamide